C1(CC1)N1C(C(=CC=C1)NC(=O)C=1C(=CC=2N(C1)C=C(N2)[C@@]21CO[C@@](CC2)(C1)C)OC(C)C)=O N-(1-cyclopropyl-2-oxo-1,2-dihydropyridin-3-yl)-7-isopropoxy-2-((1S,4R)-1-methyl-2-oxabicyclo[2.2.1]heptan-4-yl)imidazo[1,2-a]pyridine-6-carboxamide